ClC=1N=C(C2=C(N1)C(=CS2)C)N2CCC(CC2)NCC2C(C2)C2=CC=NC=C2 1-(2-Chloro-7-methylthieno[3,2-d]pyrimidin-4-yl)-N-((2-(pyridin-4-yl)cyclopropyl)methyl)piperidin-4-amine